Benzyl 6-(4-(1,4-dioxaspiro[4.5]decan-8-yl)piperidin-1-yl)-2-azaspiro[3.3]heptane-2-carboxylate O1CCOC12CCC(CC2)C2CCN(CC2)C2CC1(CN(C1)C(=O)OCC1=CC=CC=C1)C2